C(C)(C)(C)OC(=O)N1CCC(CC1)(O)C1=C(C=C2C(=NN(C2=C1)C)N1C(NC(CC1)=O)=O)F 4-(3-(2,4-dioxotetrahydropyrimidin-1(2H)-yl)-5-fluoro-1-methyl-1H-indazol-6-yl)-4-hydroxypiperidine-1-carboxylic acid tert-butyl ester